Cl.F[P-](F)(F)(F)(F)F.CN(C)C(=[N+]1N=[N+](C2=NC=CC=C21)[O-])N(C)C 1-[Bis(dimethylamino)methylene]-1H-1,2,3-triazolo[4,5-b]pyridinium 3-oxid hexafluorophosphate HCl